BrC1=CC(=C(C=C1F)F)Cl 4-bromo-2-chloro-1,5-difluorobenzene